alanyl-1-methyl-L-histidine tert-butyl-2-(2-(2-isopropylphenyl)-4-(3-phenylcyclopentyl)piperazin-1-yl)-7-azaspiro[3.5]nonane-7-carboxylate C(C)(C)(C)C1C(CC12CCN(CC2)C(=O)O)N2C(CN(CC2)C2CC(CC2)C2=CC=CC=C2)C2=C(C=CC=C2)C(C)C.N[C@@H](C)C(=O)N[C@@H](CC2=CN(C=N2)C)C(=O)O